(S) or (R)-2-(Difluoromethyl)-N'-((3-methyl-2-(trifluoromethyl)-6,7-dihydro-5H-cyclopenta[b]pyridin-4-yl)carbamoyl)thiazole-5-sulfonimidamide FC(C=1SC(=CN1)[S@](=O)(N)=NC(NC1=C2C(=NC(=C1C)C(F)(F)F)CCC2)=O)F |o1:7|